tin (II) dichloride [Sn](Cl)Cl